persulfate ammonium salt [NH4+].S(=O)(=O)([O-])OOS(=O)(=O)[O-].[NH4+]